4-(1-methyl-2,5-dihydro-1H-pyrrol-3-yl)benzenesulfonimidamide CN1CC(=CC1)C1=CC=C(C=C1)S(=O)(N)=N